CC([C@@H](C(=O)OCC1=CC=CC=C1)C1=CC(=NO1)C1CCC(CC1)=O)C benzyl (2R)-3-methyl-2-[3-(4-oxocyclohexyl)isoxazol-5-yl]butanoate